4-(6-(1-methyl-1H-pyrazol-4-yl)pyrazolo[1,5-a]pyridin-4-yl)morpholine CN1N=CC(=C1)C=1C=C(C=2N(C1)N=CC2)N2CCOCC2